BrC=1C=C2CCN(CC2=CC1)C1CN(C1)CC1=CC=C(C=C1)F 6-bromo-2-(1-(4-fluorobenzyl)azetidin-3-yl)-1,2,3,4-tetrahydroisoquinoline